2-(Azepan-4-yl)-6-(2-methyl-2H-indazol-5-yl)-1,3-benzothiazol-Hydrochloride Cl.N1CCC(CCC1)C=1SC2=C(N1)C=CC(=C2)C2=CC1=CN(N=C1C=C2)C